8-((6-chloropyridin-3-yl)methyl)-3-methylpyrido[2,3-d]pyrimidine-2,4(3h,8h)-dione ClC1=CC=C(C=N1)CN1C=CC=C2C1=NC(N(C2=O)C)=O